3-((2r,4s)-2-(2,5-difluorophenyl)-4-fluoropyrrolidin-1-yl)-5-(1-(1-methylazetidin-3-yl)-1H-pyrazol-4-yl)-1H-pyrazolo[3,4-b]pyridine FC1=C(C=C(C=C1)F)[C@@H]1N(C[C@H](C1)F)C1=NNC2=NC=C(C=C21)C=2C=NN(C2)C2CN(C2)C